CC1CCC(CC1=O)(C)C 5-Trimethylcyclohexanone